Cl.Cl.FC1=C(C=C(C(=C1)C=1C=2N(C=C(N1)C=1C=NN(C1)C)N=CC2)F)CN (2,5-difluoro-4-(6-(1-methyl-1H-pyrazol-4-yl)pyrazolo[1,5-a]pyrazin-4-yl)phenyl)methylamine dihydrochloride